[Cl-].[Cl-].C1(CCC(CC1)[NH+]1CCCC1)[NH+]1CCCC1 1,1'-(1,4-cyclohexandiyl)dipyrrolidinium dichloride